1-(pyridin-2-yl)butan N1=C(C=CC=C1)CCCC